ClC=1C=C2C3=C(NC2=CC1)[C@@H](NCC3)C=C(C)C (1S)-6-chloro-1-(2-methylprop-1-enyl)-2,3,4,9-tetrahydro-1H-pyrido[3,4-b]indole